ClC=1C(=NC=CC1)OC 3-chloro-2-methoxypyridin